C1(CCCC1)[C@@H](CC#N)N1N=CC(=C1)C1=NC(=NC=C1C)NC=1C=NN(C1)C1COC1 (R)-3-cyclopentyl-3-(4-(5-methyl-2-((1-(oxetan-3-yl)-1H-pyrazol-4-yl)amino)pyrimidin-4-yl)-1H-pyrazol-1-yl)propanenitrile